C(=C)OCCCN(CC)CC 3-diethylaminopropyl vinyl ether